COC(C1=CC(=CC(=C1)F)COC1=CC(=CC=C1)CN1N=CC=2C1=NC(=NC2N)Cl)=O 3-((3-((4-amino-6-chloro-pyrazolo[3,4-d]pyrimidin-1-yl)methyl)phenoxy)methyl)-5-fluoro-benzoic acid methyl ester